C1(C(C=CCC1)C(=O)[O-])C(=O)OCCOC(C=C)=O acryloyloxyethyl cyclohexane-3-ene-1,2-dicarboxylate